1,4-bis(trimethylstannyl)benzene C[Sn](C1=CC=C(C=C1)[Sn](C)(C)C)(C)C